NC1(CN(CC1)CC1=CC=CC=C1)C(=O)OCC ethyl 3-amino-1-benzyl-pyrrolidine-3-carboxylate